(6Ar,10aR)-6-ethyl-6,9-dimethyl-3-pentyl-6a,7,8,10a-tetrahydrobenzo[c]chromen-1-ol C(C)C1(OC=2C=C(C=C(C2[C@H]2[C@H]1CCC(=C2)C)O)CCCCC)C